[5-(2-{[1-(3-chloro(2-pyridyl))-isopropyl]amino}pyrimidin-5-yl)(1H-indazol-3-yl)](methylsulfonyl)amine ClC=1C(=NC=CC1)C(C)(C)NC1=NC=C(C=N1)C=1C=C2C(=NNC2=CC1)NS(=O)(=O)C